3-(1-(1-(4-amino-4-oxobutyl)-1H-pyrazol-4-yl)-(6-chloro-2-cyclopropyl-7-fluoro-1H-indol-3-yl)thio)-2-fluorobenzoic acid NC(CCCN1N=CC(=C1)N1C(=C(C2=CC=C(C(=C12)F)Cl)SC=1C(=C(C(=O)O)C=CC1)F)C1CC1)=O